N1C(=CC=C1)\C=C\1/C(NC2=CC=C(C=C12)C1=C(C2=C(OCCN2C(=O)OC(C)(C)C)N=C1)C)=O tert-butyl (Z)-7-(3-((1H-pyrrol-2-yl)methylene)-2-oxoindolin-5-yl)-8-methyl-2,3-dihydro-1H-pyrido[2,3-b][1,4]oxazine-1-carboxylate